C(C)(C)(C)C1=CC(=NN1)N1CCN(CC1)C(=O)OC(C)(C)C tert-butyl 4-(5-tert-butyl-1H-pyrazol-3-yl)piperazine-1-carboxylate